C(CCCCCCCCC=C)O 10-Undecenol